C1(CC1)C1=NC=NC(=C1C1=NC=C(C(=N1)NCC1=CC=C(C=C1)N1N=C(C=C1C(C)C)C(F)(F)F)P(C)(C)=O)OC (4'-Cyclopropyl-4-((4-(5-isopropyl-3-(trifluoromethyl)-1H-pyrazol-1-yl)benzyl)amino)-6'-methoxy-[2,5'-bipyrimidin]-5-yl)dimethylphosphine oxide